(S)-2-(1-(cyclopropylmethyl)-7-methoxy-1H-indol-2-yl)-1-methyl-6-(morpholin-3-ylmethyl)-1,6,7,8-tetrahydro-5H-imidazo[4,5-g]isoquinolin-5-one C1(CC1)CN1C(=CC2=CC=CC(=C12)OC)C1=NC=2C(=CC=3CCN(C(C3C2)=O)C[C@@H]2NCCOC2)N1C